FC1=C(OC2=NC(=CC=C2)C)C=CC(=C1)B1OC(C(O1)(C)C)(C)C 2-(2-fluoro-4-(4,4,5,5-Tetramethyl-1,3,2-dioxaborolan-2-yl)phenoxy)-6-methylpyridine